(S)-2-(4-(6-(bicyclo[2.2.2]octan-1-ylmethoxy)pyridin-2-yl)benzyl)-1-(oxetan-2-ylmethyl)-1H-benzo[d]imidazol-6-carboxylic Acid C12(CCC(CC1)CC2)COC2=CC=CC(=N2)C2=CC=C(CC1=NC3=C(N1C[C@H]1OCC1)C=C(C=C3)C(=O)O)C=C2